ClCCC=1C=NNC1 4-(2-chloroethyl)-1H-pyrazole